((1R,5S,6s)-6-((4-(2-aminopropan-2-yl)-6-(3,4-difluorophenyl)pyridin-2-yl)oxy)-3-azabicyclo[3.1.0]hexan-3-yl)(1-(pyrimidin-2-yl)-3-(trifluoromethyl)-1H-pyrazol-4-yl)methanone NC(C)(C)C1=CC(=NC(=C1)C1=CC(=C(C=C1)F)F)OC1[C@@H]2CN(C[C@H]12)C(=O)C=1C(=NN(C1)C1=NC=CC=N1)C(F)(F)F